O[C@@H](CC(=O)[O-])C |r| Racemic-Beta-Hydroxybutyrate